C1(=CC=CC=C1)N(C(O)=O)C1=NC(=NS1)C(C)(C)C.[Si](C)(C)(C(C)(C)C)OC1=CC=C(C=C1)CC=CC1=CC=CC=C1 (t-butyldimethylsilyloxy)-4-cinnamyl-benzene phenyl-(3-(tert-butyl)-1,2,4-thiadiazol-5-yl)carbamate